4-fluoro-α-methylbenzylammonium FC1=CC=C(C(C)[NH3+])C=C1